5-(((1s,3s)-3-(4-(2-(4-((2-(2,7-diazaspiro[3.5]non-7-yl)pyrimidine-4-yl)methoxy)phenyl)propan-2-yl)phenoxy)cyclobutyl)amino)-2-(2,6-dioxopiperidin-3-yl)isoindoline C1NCC12CCN(CC2)C2=NC=CC(=N2)COC2=CC=C(C=C2)C(C)(C)C2=CC=C(OC1CC(C1)NC=1C=C3CN(CC3=CC1)C1C(NC(CC1)=O)=O)C=C2